3-bromo-6-(pyridin-3-yl)pyrazolo[1,5-a]pyridine BrC=1C=NN2C1C=CC(=C2)C=2C=NC=CC2